5-(5-(furan-3-yl)-6-methylpyridazin-3-yl)pyrimidine-2,4(1H,3H)-dione O1C=C(C=C1)C=1C=C(N=NC1C)C=1C(NC(NC1)=O)=O